O=C1NC(CCC1N1C(C2=CC=CC(=C2C1=O)NCCCC(=O)NC1=CC=C(C=C1)CCOC1=NC(=CC(=N1)N/N=C/C1=CC(=CC=C1)C)N1CCOCC1)=O)=O (E)-4-((2-(2,6-dioxopiperidin-3-yl)-1,3-dioxoisoindolin-4-yl)amino)-N-(4-(2-((4-(2-(3-methylbenzylidene)hydrazino)-6-morpholinopyrimidin-2-yl)oxy)ethyl)phenyl)butanamide